6-(bis(3-((1,3-dihydroxypropan-2-yl)oxy)-2-(((1,3-dihydroxypropan-2-yl)oxy)methyl)propyl)amino)hexanoic acid OCC(CO)OCC(CN(CCCCCC(=O)O)CC(COC(CO)CO)COC(CO)CO)COC(CO)CO